C(CCC)C1=C(C=O)OC=C1 3-butyl-furfural